Cl.BrC1=C(C=CC(=C1)Cl)CN 1-(2-bromo-4-chlorophenyl)methanamine hydrochloride